1-methyl-N-(6-methyl-3-oxo-2,3-dihydro-1,2,4-triazin-4(5H)-yl)-1H-imidazole-4-sulfonamide CN1C=NC(=C1)S(=O)(=O)NN1C(NN=C(C1)C)=O